3-(pentafluorophenoxy)phthalonitrile FC1=C(C(=C(C(=C1OC1=C(C(C#N)=CC=C1)C#N)F)F)F)F